CC1=NN(C=C1C(F)(F)F)[C@@H]1C[C@H](C1)NC(OC(C)(C)C)=O tert-Butyl ((trans)-3-(3-methyl-4-(trifluoromethyl)-1H-pyrazol-1-yl)cyclobutyl)carbamate